The molecule is an N-glycosylzeatin that is trans-zeatin having a beta-D-glucopyranosyl residue attached at position N-9. It has a role as a plant metabolite. It is a N-glycosylzeatin and a glucosyl-N(6)-isopentenyladenine. C/C(=C\\CNC1=C2C(=NC=N1)N(C=N2)[C@H]3[C@@H]([C@H]([C@@H]([C@H](O3)CO)O)O)O)/CO